COC1=NC(=CC=C1NC(=O)C1(CNC(C1)=O)C1=C(C=CC=C1)C(C)C)OC N-(2,6-dimethoxypyridin-3-yl)-3-(2-isopropylphenyl)-5-oxopyrrolidine-3-carboxamide